N1(N=CC=C1)CCC(=O)N1CC(=CCC1)C1=CC(=C2C=C(NC2=C1F)C(=O)N(C)C)C1=C(C=C(C(=C1)F)C1CCNCC1)Cl 6-(1-(3-(1H-pyrazol-1-yl)propanoyl)-1,2,5,6-tetrahydropyridin-3-yl)-4-(2-chloro-5-fluoro-4-(piperidin-4-yl)phenyl)-7-fluoro-N,N-dimethyl-1H-indole-2-carboxamide